4-(4-(difluoromethoxy)phenyl)-2-(2-methyl-2H-indazol-5-yl)-7-((2-(trimethylsilyl)ethoxy)methyl)-2,7-dihydro-3H-pyrrolo[2,3-c]pyridazin-3-one FC(OC1=CC=C(C=C1)C1=C2C(=NN(C1=O)C1=CC3=CN(N=C3C=C1)C)N(C=C2)COCC[Si](C)(C)C)F